C(C)(C)(C)OC(=O)N1C(CC(CC1)OC1=NC(=NC(=C1)O[C@@H](C)[C@H]1N(C[C@@H](C1)F)C)C(N)=NO)CC#N 2-(cyanomethyl)-4-({6-[(1S)-1-[(2S,4r)-4-fluoro-1-methylpyrrolidin-2-yl]ethoxy]-2-(N'-hydroxycarbamimidoyl)-pyrimidin-4-yl}oxy)piperidine-1-carboxylic acid tert-butyl ester